4-(chlorophenyl)-2,3-dihydropyridazin-3-on Hydrochlorid Cl.ClC1=C(C=CC=C1)C=1C(NN=CC1)=O